propyl propionate (ethyl propionate) C(C)C(C(=O)O)C.C(CC)(=O)OCCC